COC(C1=C(C=C(C(=C1)F)C(F)(F)F)NC1=C(C=C(C=C1)F)Br)=O ((2-bromo-4-fluorophenyl)amino)-5-fluoro-4-(trifluoromethyl)-benzoic acid methyl ester